(2-CHLORO-5-FLUOROPHENYL)ACETALDEHYDE ClC1=C(C=C(C=C1)F)CC=O